5-bromo-1,4-dimethyl-1H-pyrazole BrC1=C(C=NN1C)C